S(=O)(CC1CCOCC1)CC1CCOCC1 4,4'-(Sulfinylbis(methylene))bis(tetrahydro-2H-pyran)